COS(=O)(=O)[O-].C[NH2+]C N,N-dimethylammonium methyl-sulfate